Cobalt Tin [Sn].[Co]